[4-(6-Amino-pyridazin-3-yl)-piperidin-1-yl]-[5-(4-isopropoxy-phenoxy)-4-methoxy-pyridin-2-yl]-methanone NC1=CC=C(N=N1)C1CCN(CC1)C(=O)C1=NC=C(C(=C1)OC)OC1=CC=C(C=C1)OC(C)C